F[C@@H]1[C@](COC1)(C)N1CCC(CC1)C=1C=C2C=C(N=CC2=CC1C)NC(=O)[C@H]1CC12COCC2 (1S,2S)-N-(6-(1-((3R,4R)-4-fluoro-3-methyltetrahydrofuran-3-yl)piperidin-4-yl)-7-methylisoquinolin-3-yl)-5-oxaspiro[2.4]heptane-1-carboxamide